3-(2-methoxyphenyl)urea COC1=C(C=CC=C1)NC(N)=O